OC1CCN(CC1)C1=CC=C(C=C1)C(\C=C\C1=CC2=CC=CC=C2C=C1)=O (E)-1-[4-(4-Hydroxypiperidin-1-yl)phenyl]-3-naphthalen-2-ylprop-2-en-1-one